C1=C(C=CC2=CC=CC=C12)CN(C=O)C1=C(C=CC=C1)C#CC=1C=CC=NC1 5-[2-(2-{N-[(Naphthalin-2-yl)methyl]formamido}phenyl)ethynyl]pyridin